SC(CCO)C 3-mercaptobutanol